[N+](=O)([O-])C1=C(C#N)C=CC(=C1)OC(F)(F)F 2-nitro-4-trifluoromethoxybenzonitrile